4-(7-(8-Ethyl-7-fluoro-3-hydroxynaphthalen-1-yl)-8-fluoro-2-(((2R,7aS)-2-fluorotetrahydro-1H-pyrrolizin-7a(5H)-yl)methoxy)pyrido[4,3-d]pyrimidin-4-yl)-1,4-oxazepane-2-carboxamide C(C)C=1C(=CC=C2C=C(C=C(C12)C1=C(C=2N=C(N=C(C2C=N1)N1CC(OCCC1)C(=O)N)OC[C@]12CCCN2C[C@@H](C1)F)F)O)F